C[N+]1(CC(CC(C1)C)C)C 1,1,3,5-tetramethylpiperidinium